2,2'-dihydroxy-3,3'-dimethoxy-5,5'-bis(hydroxymethyl)benzophenone OC1=C(C(=O)C2=C(C(=CC(=C2)CO)OC)O)C=C(C=C1OC)CO